C(C1=CC=CC=C1)[N+](C)(C)CCCCCCCCCCCCCCCC Benzyl(hexadecyl)dimethylazanium